NC1=NC2=CC=CC(=C2C=C1CCCCC)CCCCCNC(C)=O N-(5-(2-amino-3-pentylquinolin-5-yl)pentyl)acetamide